3-isopropoxy-1-(2,2,2-trifluoroethyl)-1H-pyrazol-4-amine C(C)(C)OC1=NN(C=C1N)CC(F)(F)F